(R)-2-amino-3-(3-fluoro-5-(2-methoxypropan-2-yl)benzamido)propanoic acid N[C@@H](C(=O)O)CNC(C1=CC(=CC(=C1)C(C)(C)OC)F)=O